2-(3-(2-fluoroethoxy)phenyl)-N-methylimidazo[1,2-a]pyridin-7-amine FCCOC=1C=C(C=CC1)C=1N=C2N(C=CC(=C2)NC)C1